OC=1C=C2C=CC=C(C2=CC1)C1=NC(=NC=2CCCCC12)N1CC2(CN(C2)C(C=C)=O)CC1 1-(6-(4-(6-hydroxy-1-naphthalenyl)-5,6,7,8-tetrahydro-2-quinazolinyl)-2,6-diazaspiro[3.4]octan-2-yl)-2-propen-1-one